C1(CC1)CN1C(=CC2=CC=CC=C12)C1=NC=2C(=CC=3CCN(C(C3C2)=O)C\C=N\[S@](=O)C(C)(C)C)N1C (R,E)-N-(2-(2-(1-(cyclopropylmethyl)-1H-indol-2-yl)-1-methyl-5-oxo-1,5,7,8-tetrahydro-6H-imidazo[4,5-g]isoquinolin-6-yl)ethylidene)-2-methylpropane-2-sulfinamide